dihydroindol N1CCC2=CC=CC=C12